2-[(4r)-6-bromo-4-[(1r)-1-fluoroethyl]-1-oxo-3,4-dihydroisoquinolin-2-yl]-N-(5-fluoropyrimidin-2-yl)acetamide BrC=1C=C2[C@H](CN(C(C2=CC1)=O)CC(=O)NC1=NC=C(C=N1)F)[C@@H](C)F